(S)-4-(6-(3,5-dimethylisoxazol-4-yl)-1-(1-(pyridin-2-yl)ethyl)-1H-pyrrolo[3,2-b]pyridin-3-yl)-3-methoxybenzoic acid CC1=NOC(=C1C=1C=C2C(=NC1)C(=CN2[C@@H](C)C2=NC=CC=C2)C2=C(C=C(C(=O)O)C=C2)OC)C